ClC=1C=C(CC=2C=C(C=CC2)C(CC(=O)[O-])NC(=O)NC=2C(N(C=C(C2[O-])C)C)=O)C=CC1.[Na+].[Na+] sodium 3-(3-(3-chlorobenzyl)phenyl)-3-(3-(1,5-dimethyl-4-oxido-2-oxo-1,2-dihydropyridin-3-yl) ureido)propanoate